C1(=CC=CC=C1)[C@H]1CC[C@H]2N(CCN(C2)C(=O)C2=C(C(=NC=C2)OC)Cl)C1 [(7R,9aR)-7-phenyl-1,3,4,6,7,8,9,9a-octahydropyrido[1,2-a]pyrazin-2-yl]-(3-chloro-2-methoxypyridin-4-yl)methanone